3-ethyloxy-oxetane C(C)OC1COC1